4-[3-(2,3-dihydro-1,4-benzodioxin-6-yl)-3-oxo-1-propen-1-yl]benzoic acid O1CCOC2=C1C=CC(=C2)C(C=CC2=CC=C(C(=O)O)C=C2)=O